C(C(=C)C)(=O)OCC(OC1=CCCC1)OC1=CCCC1 Dicyclopentenyloxyethyl methacrylat